2-methylenetetrahydro-1H-pyrrolizin-7a(5H)-yl (methoxy)-5,8-dihydropyrido[3,4-d]pyrimidine-7-carboxylate COC=1N=CC2=C(N1)CN(CC2)C(=O)OC21CCCN1CC(C2)=C